BrC=1C(CCC1)O 2-bromocyclopent-2-ene-1-ol